N1(C2=C(OCCC1)N=C1C(=C2)C=CN1)C1=C(C(=O)NS(=O)(=O)C2=CC(=C(C=C2)NCC2CCC(CC2)OC)[N+](=O)[O-])C=CC=C1 2-(3,4-dihydro-2H-pyrrolo[3',2':5,6]pyrido[2,3-b][1,4]oxazepin-1(7H)-yl)-N-((4-((((1r,4r)-4-methoxycyclohexyl)methyl)amino)-3-nitrophenyl)sulfonyl)benzamide